C(#N)C1=C(C=C(C=N1)NC(C(CCC(=O)O)(C)O)=O)C(F)(F)F 5-((6-cyano-5-(trifluoromethyl)pyridin-3-yl)amino)-4-hydroxy-4-methyl-5-oxopentanoic acid